2-(2-(2-(2-(4-(((6-(2-chloro-4-fluorophenyl)-5-(methoxycarbonyl)-2-(pyridin-4-yl)-3,6-dihydropyrimidin-4-yl)methoxy)methyl)-1H-1,2,3-triazol-1-yl)ethoxy)ethoxy)ethoxy)acetic acid ClC1=C(C=CC(=C1)F)C1C(=C(NC(=N1)C1=CC=NC=C1)COCC=1N=NN(C1)CCOCCOCCOCC(=O)O)C(=O)OC